(R)-N-((S)-1-(6-(4-fluoro-1H-pyrazol-1-yl)pyridin-3-yl)ethyl)-3-methyl-4-(4-methyl-6-((5-methyl-1H-pyrazol-3-yl)amino)pyrimidin-2-yl)piperazine-1-carboxamide FC=1C=NN(C1)C1=CC=C(C=N1)[C@H](C)NC(=O)N1C[C@H](N(CC1)C1=NC(=CC(=N1)C)NC1=NNC(=C1)C)C